ClC=1C=CC(=C(C1)C1=NNC=C1C1=NC2=CC(=CN=C2C=C1)N1C[C@@H](N(CCC1)C(C)C)C)F |r| 2-[3-(5-chloro-2-fluoro-phenyl)-1H-pyrazol-4-yl]-7-[rac-(3S)-4-isopropyl-3-methyl-1,4-diazepan-1-yl]-1,5-naphthyridine